FC1=C(C(=CC=C1C#CC=1SC(=CN1)C)O)N1CC(NS1(=O)=O)=O 5-(2-fluoro-6-hydroxy-3-((5-methylthiazol-2-yl)ethynyl)phenyl)-1,2,5-thiadiazolidin-3-one 1,1-dioxide